C(C)(C)C=1C(=CC(=NC1)NC(SC)=N)C(F)(F)F 1-[5-isopropyl-4-(trifluoromethyl)-2-pyridyl]-2-methyl-isothiourea